5-(4-((2-butyramidopyridin-4-yl)methyl)piperazin-1-yl)-N-methylpicolinamide C(CCC)(=O)NC1=NC=CC(=C1)CN1CCN(CC1)C=1C=CC(=NC1)C(=O)NC